CC(C(=O)OCN(S(=O)(=O)C(F)(F)F)C1=C(C=C(C(=C1)C1=NOC2(C1)CCCCC2)C)C)(C)C [[2,4-Dimethyl-5-(1-oxa-2-azaspiro[4.5]dec-2-en-3-yl)phenyl][(trifluoromethyl)sulfonyl]amino]methyl 2,2-dimethylpropanoate